indium-gallium arsenite [As]([O-])([O-])[O-].[Ga+3].[In+3].[As]([O-])([O-])[O-]